(S)-N-(1-amino-1-oxo-2-butyl)-4-chlorobutanamide NC([C@H](CC)NC(CCCCl)=O)=O